benzyl 3,3-difluorohexahydropyrrolo[3,4-b]pyrrole-1(2H)-carboxylate FC1(C2C(N(C1)C(=O)OCC1=CC=CC=C1)CNC2)F